ethyl 1-(2-hydroxy-2-methylpropyl)-7-oxo-4,5,6,7-tetrahydro-1H-pyrazolo[3,4-c]pyridine-3-carboxylate OC(CN1N=C(C2=C1C(NCC2)=O)C(=O)OCC)(C)C